triethylammonium difluoroborate B([O-])(F)F.C(C)[NH+](CC)CC